2-methoxy-4-thienyl-9-methylbenzoquinoline COC1=NC2=C3C(=CC=C2C(=C1)C=1SC=CC1)C=CC(=C3)C